ClC1=C2C(=NC=C1)C=C(S2)I 7-chloro-2-iodothieno[3,2-b]pyridine